(6-Bromo-2-ethyl-7-fluoro-imidazo[1,2-a]pyridin-3-yl)-methyl-amine BrC=1C(=CC=2N(C1)C(=C(N2)CC)NC)F